3-azido-3-methyl-1-phenyl-2-pyrrolidone N(=[N+]=[N-])C1(C(N(CC1)C1=CC=CC=C1)=O)C